N-((3S,4S)-3-((6-(2,6-dichloro-3,5-dimethoxyphenyl)-8-(7-oxa-2-azaspiro[3.5]nonan-2-yl)pyrido[3,4-d]pyrimidin-2-yl)amino)tetra-hydro-2H-pyran-4-yl)acrylamide ClC1=C(C(=C(C=C1OC)OC)Cl)C1=CC2=C(N=C(N=C2)N[C@@H]2COCC[C@@H]2NC(C=C)=O)C(=N1)N1CC2(C1)CCOCC2